2-(6-{[3-(2,3-dichloro-6-fluorophenyl)-1-(prop-2-enoyl)azetidin-3-yl]amino}-3-methylindazol-2-yl)acetamide ClC1=C(C(=CC=C1Cl)F)C1(CN(C1)C(C=C)=O)NC=1C=CC2=C(N(N=C2C1)CC(=O)N)C